FC=1C=C(C=CC1OC)C1=NN2C(CNCC2)=C1 2-(3-fluoro-4-methoxyphenyl)-4,5,6,7-tetrahydropyrazolo[1,5-a]pyrazine